C1(CC1)C=1C=CC(=NC1CC1=CC=C(C=C1)F)C(=O)NC(CC)(CC)C(NCCOCCOCCNC1=CC=C(C2=N[Se]N=C21)[N+](=O)[O-])=O 5-Cyclopropyl-6-(4-fluorobenzyl)-N-(3-((2-(2-(2-((7-nitrobenzo[c][1,2,5]selenadiazol-4-yl)amino)ethoxy)ethoxy)ethyl)carbamoyl)pentan-3-yl)picolinamide